1,5-divinyl-3-phenylpentamethyl-trisiloxane C(=C)[Si](O[Si](O[Si](C=C)(C)C)(C1=CC=CC=C1)C)(C)C